6-chloro-7-fluoro-1-methyl-5-[5-[2-[1-(trifluoromethyl)cyclopropyl]ethynyl]-3,4-dihydro-2H-quinolin-1-yl]-[1,2,4]triazolo[4,3-a]quinazoline ClC1=C2C(=NC=3N(C2=CC=C1F)C(=NN3)C)N3CCCC1=C(C=CC=C31)C#CC3(CC3)C(F)(F)F